4-(biphenyl-2-yl)piperazine C1(=C(C=CC=C1)N1CCNCC1)C1=CC=CC=C1